ClC1=C(C(=CC=C1)F)CC1=NOC(N1CC1C(CCCC1)C)=O 3-[(2-chloro-6-fluorophenyl)methyl]-4-[(2-methylcyclohexyl)methyl]-4,5-dihydro-1,2,4-oxadiazol-5-one